FC(C(CO)NC(=O)C=1N(N=C2C=CC(=CC12)OCC1=NC=CC=C1)C)(C1=NC=CC=C1)F N-[3,3-difluoro-1-hydroxy-3-((pyridin-2-yl))propan-2-yl]-2-methyl-5-[(pyridin-2-yl)methoxy]-2H-indazole-3-carboxamide